tert-Butyl (3-(4,4-difluorocyclohexyl)-1-methyl-1H-indazol-5-yl)carbamate FC1(CCC(CC1)C1=NN(C2=CC=C(C=C12)NC(OC(C)(C)C)=O)C)F